Cl[Si](C1C(=C(C(=C1C)C)C)C)(C)C Chlorodimethyl(2,3,4,5-tetramethyl-2,4-cyclopentadien-1-yl)silane